C1(=CC=CC=C1)C=CC(=O)OCC ethyl 3-phenyl-2-propenoate